CC1=CC(OC1=O)O\C=C(\C(=O)OCC)/N1C(CSC2=C1C=CC=C2)=O ethyl (Z)-3-[(4-methyl-5-oxo-2H-furan-2-yl)oxy]-2-(3-oxo-1,4-benzothiazin-4-yl)prop-2-enoate